(S)-3-(4-bromophenyl)-piperidine-2-one BrC1=CC=C(C=C1)[C@H]1C(NCCC1)=O